1-ethyl-1-methylpyrrolidinium C(C)[N+]1(CCCC1)C